N-methyl-N-(4-sulfamoyl-benzyl)acetamide CN(C(C)=O)CC1=CC=C(C=C1)S(N)(=O)=O